C(N)(=O)[C@@H]1CC12CCN(CC2)C(=O)OCC2=CC=CC=C2 benzyl (1R)-1-carbamoyl-6-azaspiro[2.5]octane-6-carboxylate